FC1=CC=C(C=C1)C1=NN2C(OCC3(C2)CC3)=C1C1=CC=3N(C=C1)N=CC3 2'-(4-fluorophenyl)-3'-(pyrazolo[1,5-a]pyridin-5-yl)-5'h,7'h-spiro[cyclopropane-1,6'-pyrazolo[5,1-b][1,3]oxazine]